Cl.C(C1=CC=CC=C1)N1CCC(CCC1)N1N=CC=C(C1=O)C1=CC=CC=C1 2-(1-Benzylazepan-4-yl)-4-phenyl-2,3-dihydropyridazin-3-on Hydrochlorid